1,3-dithiolane S1CSCC1